C(C)(C)OC(=O)CCCCCCCCCCCCCOC=1C2=CC=CC=C2C(=C2C=CC=CC12)OCCCCCCCCCCCCCC(=O)OC(C)C 9,10-bis(isopropoxycarbonyltridecyleneoxy)anthracene